N1=C(C=CC=C1)C1(CCC1)CNC1=NC=C(C=N1)C=1SC(=CN1)C(=O)N 2-(2-{[(2-pyridylcyclobutyl)methyl]amino}pyrimidin-5-yl)-1,3-thiazole-5-carboxamide